ClC1=C(C(=CC=C1)F)C1C(N(C2=CC(=CC=C2N1)N1N=C(N(C1=O)CC)CO)[C@H](C(F)(F)F)C)=O 3-(2-chloro-6-fluorophenyl)-7-(4-ethyl-3-(hydroxymethyl)-5-oxo-4,5-dihydro-1H-1,2,4-triazol-1-yl)-1-((S)-1,1,1-trifluoropropan-2-yl)-3,4-dihydroquinoxalin-2(1H)-one